FC1=CC=C(NC=2SC(=C(N2)C)C2=C(C=CC=C2)C=O)C=C1 2-[2-(4-fluoroanilino)-4-methyl-thiazol-5-yl]-phenyl-methanone